1-{4-[3-(4-methoxy-phenyl)-imidazo[1,2-a]pyrazin-8-ylamino]-phenyl}-pyrrolidin-2-one COC1=CC=C(C=C1)C1=CN=C2N1C=CN=C2NC2=CC=C(C=C2)N2C(CCC2)=O